N1CC(C1)C1=NC2=CC(=CC=C2C(=N1)NC=1C=C2C=CNC2=CC1)OC (azetidin-3-yl)-N-(1H-indol-5-yl)-7-methoxyquinazolin-4-amine